BrC=1C=CC(N(C1)C)=O 5-bromo-1-methyl-pyridin-2-one